NC=1C(=C(C(=C(C(=O)NC=2C(=CC(=C(C2)N2N=NC(=C2)C(=O)[O-])F)N2CC(N(CC2)C)C)C1)Cl)C)F 1-(5-(5-Amino-2-chloro-4-fluoro-3-methylbenzamido)-4-(3,4-dimethylpiperazin-1-yl)-2-fluorophenyl)-1H-1,2,3-triazole-4-carboxylate